7-[2-methyl-4-(1,3-oxazol-2-yl)phenyl]quinazoline-2,5-diamine CC1=C(C=CC(=C1)C=1OC=CN1)C=1C=C(C=2C=NC(=NC2C1)N)N